3-(6-fluoro-1-oxo-5-(1-((1r,3r)-3-(piperidin-4-yloxy)cyclobutyl)piperidin-4-yl)isoindolin-2-yl)piperidine-2,6-dione FC1=C(C=C2CN(C(C2=C1)=O)C1C(NC(CC1)=O)=O)C1CCN(CC1)C1CC(C1)OC1CCNCC1